2-(4-bromophenyl)-N-(8,9-difluoro-6-oxo-1,4,5,6-tetrahydro-2H-pyrano[3,4-c]isoquinolin-1-yl)-2,2-difluoro-N-methylacetamide BrC1=CC=C(C=C1)C(C(=O)N(C)C1COCC=2NC(C=3C=C(C(=CC3C21)F)F)=O)(F)F